6-chloro-2-(5-fluoro-1H-1,2,4-triazol-3-yl)-5-methoxy-3-(1H-pyrazol-4-yl)-1H-pyrrolo[3,2-b]pyridine ClC=1C=C2C(=NC1OC)C(=C(N2)C2=NNC(=N2)F)C=2C=NNC2